5-(2-chloro-5-fluoro-pyrimidin-4-yl)-3-isopropyl-2-methyl-2H-indazole ClC1=NC=C(C(=N1)C1=CC2=C(N(N=C2C=C1)C)C(C)C)F